CN1C(N(C2=C1C=C(C=C2)N2CCN(CC2)C2CCNCC2)C2C(NC(CC2)=O)=O)=O 3-(3-methyl-2-oxo-5-(4-(piperidin-4-yl)piperazin-1-yl)-2,3-dihydro-1H-benzo[d]imidazole-1-yl)piperidine-2,6-dione